NCCC[SiH2]O[SiH2]O[SiH2]O[SiH2]O[SiH2]O[SiH2]O[SiH2]O[SiH3] aminopropyl-octasiloxane